OC(CC1=NC=CC(=C1)NC(O[C@H](C)[C@H](C)OC1=CC2=C(N=C(S2)C2=C3N=CC(=NC3=CC(=C2)C)OC)C=C1F)=O)(C)C (2R,3S)-3-((5-fluoro-2-(2-methoxy-7-methylquinoxalin-5-yl)benzo[d]thiazol-6-yl)oxy)butan-2-yl (2-(2-hydroxy-2-methylpropyl)pyridin-4-yl)carbamate